6-((8-Azabicyclo[3.2.1]octan-3-yl)oxy)-N-(4-([1,2,4]triazolo[1,5-a]pyridin-7-yloxy)-3-meth-ylphenyl)pyrido[3,4-d]pyrimidin-4-amine C12CC(CC(CC1)N2)OC2=CC1=C(N=CN=C1NC1=CC(=C(C=C1)OC1=CC=3N(C=C1)N=CN3)C)C=N2